O=C[C@H](O)[C@@H](O)[C@@H](O)[C@H](O)C(=O)OC([C@H]([C@@H]([C@@H]([C@H](C=O)O)O)O)O)=O galacturonic acid anhydride